NC(CN1C(C2=CC=CC=C2C1=O)=O)CC1=CC(=C(C=C1)F)F 2-(2-amino-3-(3,4-difluorophenyl)propyl)isoindoline-1,3-dione